1-(5-(1-cyclopropyl-4-((2,4-dimethoxybenzyl)amino)-1H-pyrazolo[4,3-c]pyridin-3-yl)pyridin-2-yl)-3-(3-(1-(trifluoromethyl)cyclopropyl)isoxazol-5-yl)urea C1(CC1)N1N=C(C=2C(=NC=CC21)NCC2=C(C=C(C=C2)OC)OC)C=2C=CC(=NC2)NC(=O)NC2=CC(=NO2)C2(CC2)C(F)(F)F